N1=C(C=CC=C1)C1=CC=C(C(=N1)NC1COCC1)NC(C)CC 6-(2-pyridyl)-N3-sec-butyl-N2-tetrahydrofuran-3-yl-pyridine-2,3-diamine